4-(1-(6-(((2-Cyclopropylpropan-2-yl)amino)methyl)-2-methylpyridin-3-yl)-1H-pyrazol-4-yl)-2-((1-(methylsulfonyl)piperidin-4-yl)amino)pyrimidine-5-carbonitrile C1(CC1)C(C)(C)NCC1=CC=C(C(=N1)C)N1N=CC(=C1)C1=NC(=NC=C1C#N)NC1CCN(CC1)S(=O)(=O)C